N-[2-(8-hydroxy-7-isopropyl-2-methyl-7,8-dihydro-6H-indeno[5,4-d][1,3]oxazol-8-yl)ethyl]acetamide OC1(C(CC=2C=CC=3N=C(OC3C12)C)C(C)C)CCNC(C)=O